OC1=CC(=CC=2CCC3=CC(=C(C=C3C12)OC)O)OC 4,7-dihydroxy-2,6-dimethoxy-9,10-dihydrophenanthrene